C(C)(C)(C)OC(=O)NCC[C@H](C(=O)OC)O Methyl (R)-4-((tert-butoxycarbonyl)amino)-2-hydroxybutyrate